2-(3-(4-methylpiperazine-1-carbonyl)pyrrolidin-1-yl)acetamide CN1CCN(CC1)C(=O)C1CN(CC1)CC(=O)N